FC(C(=O)O)(F)F.C[C@@H]1C[C@H](CN1)NC(=O)C=1OC(=CN1)C1=CC(=CC=C1)OC(F)(F)F N-((3R,5R)-5-methylpyrrolidin-3-yl)-5-(3-(trifluoromethoxy)phenyl)oxazole-2-carboxamide trifluoroacetate salt